O1C=NC(=C1)C(=O)OC1=CC=C(C=C1)N[C@@H]1C[C@@H](N(C2=CC=CC=C12)C(CC)=O)C (4-(((2S,4R)-2-methyl-1-propionyl-1,2,3,4-tetrahydroquinolin-4-yl) amino) phenyl) oxazole-4-carboxylate